3-(methanesulfonyl)aniline CS(=O)(=O)C=1C=C(N)C=CC1